C(C)(=O)N1CC(C1)N1N=CC2=C1N(C(C=1C=C(C=C(C21)C(C)NC=2C(=NC(=CC2)Cl)C2=NN(C=N2)C)C)=O)C 3-(1-Acetylazetidin-3-yl)-9-(1-((6-chloro-2-(1-methyl-1H-1,2,4-triazol-3-yl)pyridin-3-yl)amino)ethyl)-4,7-dimethyl-3,4-dihydro-5H-pyrazolo[3,4-c]isoquinolin-5-one